2-(3,4-dimethoxy-phenyl)-5-[2-(3,5-dimethyl-1H-pyrazol-4-yl)ethyl]pyrazolo-[5,1-b]pyrimidin-7-ol COC=1C=C(C=CC1OC)C1=NN2C(N=C(C=C2O)CCC=2C(=NNC2C)C)=C1